3,3,3-trifluoromethyl propylene oxide FCC(C1CO1)(CF)CF